OC1CCSC12CN(C2)C(=O)OC(C)(C)C tert-butyl 8-hydroxy-5-thia-2-azaspiro[3.4]octane-2-carboxylate